N,N,N-trimethylcyclopentylammonium C[N+](C)(C)C1CCCC1